BrC1=NN(C=C1[N+](=O)[O-])CCCCCNC(OC(C)(C)C)=O tert-butyl (5-(3-bromo-4-nitro-1H-pyrazol-1-yl)pentyl)carbamate